C1=CC=CC=2C3=CC=CC=C3C(C12)COC(=O)NC(C(=O)O)CC1=CC=C(C=C1)Br ((((9H-fluoren-9-yl)methoxy)carbonyl)amino)-3-(4-bromophenyl)propionic acid